tert-butyl (2R,6S)-2-(5-aminopyridin-3-yl)-6-methylpiperidine-1-carboxylate NC=1C=C(C=NC1)[C@@H]1N([C@H](CCC1)C)C(=O)OC(C)(C)C